(3-methyl-5-(1H-1,2,4-triazol-1-yl)phenyl)-2-(2-((2,2,2-trifluoroethyl)amino)pyrimidin-4-yl)-1-((2-(trimethylsilyl)ethoxy)methyl)-1H-pyrrolo[3,2-c]pyridin-6-amine CC=1C=C(C=C(C1)N1N=CN=C1)C1=C(N(C2=C1C=NC(=C2)N)COCC[Si](C)(C)C)C2=NC(=NC=C2)NCC(F)(F)F